C1(CC1)[C@H](C)NCC1=C2C(=NC(=C1)C(=O)NC1=CC(=CC=C1)C1(CC(C1)C)C1=NN=CN1C)C(CC2)(F)F 4-((((S)-1-cyclopropylethyl)amino)methyl)-7,7-difluoro-N-(3-((1s,3R)-3-methyl-1-(4-methyl-4H-1,2,4-triazol-3-yl)cyclobutyl)phenyl)-6,7-dihydro-5H-cyclopenta[b]pyridine-2-carboxamide